C(C(C)C)NC1=NC=CC2=C1N=C(N=C2)NC2=C(C=C(C=C2)C=2C=NN(C2)C)OC N8-isobutyl-N2-(2-methoxy-4-(1-methyl-1H-pyrazol-4-yl)phenyl)pyrido[3,4-d]pyrimidine-2,8-diamine